8-((3-aminopropyl)(8-oxo-8-((3-pentyloctyl)oxy)octyl)amino)octanoate NCCCN(CCCCCCCC(=O)[O-])CCCCCCCC(OCCC(CCCCC)CCCCC)=O